3-[[4-Chloro-2-[3-[(2,2-difluoro-1,3-benzodioxol-5-yl)-methylcarbamoyl]phenyl]-5-(trifluoromethyl)pyrazol-3-yl]methoxy]bicyclo[1.1.1]pentan ClC1=C(N(N=C1C(F)(F)F)C1=CC(=CC=C1)C(N(C)C1=CC2=C(OC(O2)(F)F)C=C1)=O)COC12CC(C1)C2